(2S,3R)-3-cyclopropyl-3-(3-((5-((diisopropylamino)methyl)-4-(5-fluoro-2-methoxypyridin-4-yl)-2-methylbenzoyl)oxy)phenyl)-2-methylpropanoic acid C1(CC1)[C@H]([C@@H](C(=O)O)C)C1=CC(=CC=C1)OC(C1=C(C=C(C(=C1)CN(C(C)C)C(C)C)C1=CC(=NC=C1F)OC)C)=O